COC=1C=C2C(=CN(C(C2=CC1OC)=O)C=1C=C(C(=O)O)C=CN1)C(=O)N1CCCCC1 2-(6,7-dimethoxy-1-oxo-4-(piperidine-1-carbonyl)isoquinolin-2(1H)-yl)isonicotinic acid